C(SCC1=CC=CC=C1)(SCC1=CC=CC=C1)=S bis-benzyl trithiocarbonate